BrC=1C=CC(=C(C1)O)C1=CN=C(N=N1)Br 5-bromo-2-(3-bromo-1,2,4-triazin-6-yl)phenol